C(#N)[C@H]1N(C(N(C1)C1=CC(=NC=C1C#N)C(F)(F)F)=O)C1=CN=CC2=CC=CC=C12 (S)-4-(4-cyano-3-(isoquinolin-4-yl)-2-oxoimidazolin-1-yl)-6-(trifluoromethyl)nicotinonitrile